naphthalen-2-yl acetyl-L-tryptophanate C(C)(=O)N[C@@H](CC1=CNC2=CC=CC=C12)C(=O)OC1=CC2=CC=CC=C2C=C1